NC1=C(C=C(C=N1)C=1C=NC=CC1)O[C@H](C)C=1C=C(C=CC1)NC(C1=CC(=CC=C1)C1CC1)=O (R)-N-(3-(1-((6-Amino-[3,3-bipyridin]-5-yl)oxy)ethyl)phenyl)-3-cyclopropylbenzamid